C1(CC1)C=1C(=CC=2N(N1)C(=CN2)C2=C(C=C(C(=N2)N[C@H]2CNCC(C2)(F)F)F)F)OC (R)-6-(6-cyclopropyl-7-methoxyimidazo[1,2-b]pyridazin-3-yl)-N-(5,5-difluoropiperidin-3-yl)-3,5-difluoropyridin-2-amine